AZAINDAZOLE N1N=NC2=CC=CC=C12